COC=1C=C(C=C2C(=NC=NC12)N[C@H](C)C1=NOC(=N1)C)C1=NC=C(C=C1)C (R)-8-methoxy-N-(1-(5-methyl-1,2,4-oxadiazol-3-yl)ethyl)-6-(5-methylpyridin-2-yl)quinazolin-4-amine